OC1=CC=C(C=C1)SC=1SC(=CC1)S(=O)(=O)N 2-(p-hydroxyphenyl)thio-5-thiophenesulfonamide